5-trifluoroethyl-2-(2-hydroxy-3,5-di-t-butylphenyl)-2H-benzotriazole FC(CC1=CC=2C(=NN(N2)C2=C(C(=CC(=C2)C(C)(C)C)C(C)(C)C)O)C=C1)(F)F